BrC=1C=C2C(=NC1)C(C(N2C2CC(C2)(N2CCCCC2)CC)=O)(C)C 6-bromo-1-((1r,3s)-3-ethyl-3-(piperidin-1-yl)cyclobutyl)-3,3-dimethyl-1,3-dihydro-2H-pyrrolo[3,2-b]pyridin-2-one